1-(4-fluorophenyl)-4-hydroxycyclohexane-1-carbonitrile FC1=CC=C(C=C1)C1(CCC(CC1)O)C#N